(R)-(1-(6-(1H-pyrazol-4-yl)-1H-indol-3-yl)propan-2-yl)carbamic acid tert-butyl ester C(C)(C)(C)OC(N[C@@H](CC1=CNC2=CC(=CC=C12)C=1C=NNC1)C)=O